(R)-6-(2-Cyclopropyloxyethyl-oxy)-7-methoxy-2-methyl-N-(1-(4-(trifluoromethyl)pyridin-2-yl)ethyl)quinazolin-4-amine C1(CC1)OCCOC=1C=C2C(=NC(=NC2=CC1OC)C)N[C@H](C)C1=NC=CC(=C1)C(F)(F)F